N1N=CC2=CC=CC(=C12)CN1C=C(C=C(C1=O)C(NC)=O)C(=O)O 1-((1H-indazol-7-yl)methyl)-5-(methylcarbamoyl)-6-oxo-1,6-dihydropyridine-3-carboxylic acid